BrC=1C=C(SC1)C=C1OC2=C(C1=O)C=CC(=C2)O 2-(4-bromothien-2-ylmethylene)-6-hydroxybenzofuran-3(2H)-one